COC=C1C(OC(OC1=O)(C)C)=O 5-(methoxymethylidene)-2,2-dimethyl-1,3-dioxane-4,6-dione